(S)-2,6-diamino-N-(2,4'-dihydroxy-3',5-dipropyl-[1,1'-biphenyl]-3-yl)hexanamide (2S,3S)-ethyl-3-((2-chloro-6-(thiophen-2-yl)pyrimidin-4-yl)amino)bicyclo[2.2.2]octane-2-carboxylate C(C)OC(=O)[C@H]1C2CCC([C@@H]1NC1=NC(=NC(=C1)C=1SC=CC1)Cl)CC2.N[C@H](C(=O)NC=2C(=C(C=C(C2)CCC)C2=CC(=C(C=C2)O)CCC)O)CCCCN